ClC=1C=2C(N=C3N(C2C=CC1)C1=CC(=CC=C1C31CCCC1)C1CCNCC1)=O 4'-chloro-10'-(piperidin-4-yl)-5'H-spiro[cyclopentane-1,7'-indolo[1,2-a]quinazolin]-5'-one